dodecanoyl-didecanoyl-amide C(CCCCCCCCCCC)(=O)C(C(=O)[N-]C(CCCCCCCCC)=O)CCCCCCCC